5-methyl-2-[6-methyl-3-(1,3-thiazol-4-yl)-1H,4H,5H,6H,7H-pyrazolo[4,3-c]pyridine-5-carbonyl]indolizine CC=1N2C=C(C=C2C=CC1)C(=O)N1CC2=C(CC1C)NN=C2C=2N=CSC2